ClC1=C(C(=O)NC2=C3C=NN(C3=CC=C2)C2=CC=C(C=C2)C#N)C=C(C=C1)CNC(C(C)(C)C)=O 2-Chloro-N-[1-(4-cyanophenyl)-1H-indazol-4-yl]-5-([(2,2-dimethylpropanoyl)amino]methyl)benzamide